ethyl 1-(2-morpholinothiazol-4-yl)-1H-imidazole-4-carboxylate O1CCN(CC1)C=1SC=C(N1)N1C=NC(=C1)C(=O)OCC